ClC1=C(C=C(C=C1)NC=1N(C2=NC(=NC=C2N1)NC1CCCC1)C1CCNCC1)C(F)(F)F N8-(4-chloro-3-(trifluoromethyl)phenyl)-N2-cyclopentyl-9-(piperidin-4-yl)-9H-purine-2,8-diamine